C(#N)C1=CC=C(CNC(=O)C2=NN(C=3C(N(CCC32)CC3(CC3)S(=O)(=O)C3CC3)=O)CCO)C=C1 N-(4-cyanobenzyl)-6-((1-(cyclopropylsulfonyl)cyclopropyl)methyl)-1-(2-hydroxyethyl)-7-oxo-4,5,6,7-tetrahydro-1H-pyrazolo[3,4-c]Pyridine-3-carboxamide